4-((5-(4-(methylsulfonyl)piperazin-1-yl)thiophen-2-yl)methylene)-3-phenylisoxazol-5(4H)-one CS(=O)(=O)N1CCN(CC1)C1=CC=C(S1)C=C1C(=NOC1=O)C1=CC=CC=C1